5-(3-fluorophenyl)-2-(1-isopropyl-1H-benzo[d][1,2,3]triazol-5-yl)thiazole FC=1C=C(C=CC1)C1=CN=C(S1)C1=CC2=C(N(N=N2)C(C)C)C=C1